(3S)-3-{[2-(4-methoxyphenyl)[1,2,4]triazolo[1,5-c]quinazolin-5-yl]amino}azepan-2-one COC1=CC=C(C=C1)C1=NN2C(=NC=3C=CC=CC3C2=N1)N[C@@H]1C(NCCCC1)=O